C(C)OC(CC(C1=CC=CC=C1)C1=C2CCN(CC2=CC=C1)C(C1=CC=CC=C1)=O)=O 3-(2-benzoyl-1,2,3,4-tetrahydroisoquinolin-5-yl)3-phenylpropionic acid ethyl ester